1-(pyridin-4-ylmethyl)-N-(4-(2-(tetrahydro-2H-pyran-4-yl)vinyl)thiazol-2-yl)-1H-pyrrole-2-carboxamide N1=CC=C(C=C1)CN1C(=CC=C1)C(=O)NC=1SC=C(N1)C=CC1CCOCC1